C(C)(C)(C)[C@H]1CN(C(O1)=O)C=1C=NC=C(C1)[C@](C1=CC=C(C=C1)C(C)C)(O)C1(CN(C1)C)C (S)-5-tert-Butyl-3-{5-[(R)-(1,3-dimethyl-azetidin-3-yl)-hydroxy-(4-isopropyl-phenyl)-methyl]-pyridin-3-yl}-oxazolidin-2-one